Cl.CN1C=NC=C1CCN 2-(1-methylimidazole-5-yl)ethylamine hydrochloride